5-((2-((4-(((2-Cyano-[1,1'-biphenyl]-4-yl)methyl)amino)butyl)amino)ethyl)amino)benzo[c][2,6]naphthyridine-8-carboxamide C(#N)C1=C(C=CC(=C1)CNCCCCNCCNC1=NC2=C(C3=CN=CC=C13)C=CC(=C2)C(=O)N)C2=CC=CC=C2